O.OC1=CC=C(C=C1)S(=O)(=O)O p-hydroxybenzenesulfonic acid hydrate